(2R,3R,3aS,6S,6aR)-6-((2-amino-3-fluoroquinolin-7-yl)amino)-2-(4-methyl-7H-pyrrolo[2,3-d]pyrimidin-7-yl)hexahydro-3aH-cyclopenta[b]furan-3,3a-diol NC1=NC2=CC(=CC=C2C=C1F)N[C@H]1CC[C@]2([C@@H]1O[C@H]([C@@H]2O)N2C=CC1=C2N=CN=C1C)O